FC1=CC(=C(C=C1F)OOB(OO)O)O (4,5-difluoro-2-hydroxyphenyl)dihydroxyboric acid